Butyl 3-{[2-(4-chlorophenyl)imidazo[1,2-a]pyrimidin-3-yl]methyl}-3,8-diazabicyclo[3.2.1]octane-8-carboxylate ClC1=CC=C(C=C1)C=1N=C2N(C=CC=N2)C1CN1CC2CCC(C1)N2C(=O)OCCCC